C(CC(=O)[O-])(=O)OC(C)(CCCCCC)C(C)(C)C.[K+].[Li+].C(C)(C)(C)C(C)(CCCCCC)OC(CC(=O)[O-])=O lithium potassium 2-(tert-butyl)-2-octyl malonate